butyl 4-[(2R)-2-(4-chloro-2-fluorophenyl)-1,3-benzodioxol-4-yl]piperidine-1-carboxylate ClC1=CC(=C(C=C1)[C@H]1OC2=C(O1)C=CC=C2C2CCN(CC2)C(=O)OCCCC)F